NC1=NN2C(C=C(C=C2)C=2C(=C(C(=O)NCCC(O)C3=C(C=CC=C3F)F)C(=CC2)C)F)=N1 3-(2-amino-[1,2,4]triazolo[1,5-a]pyridin-7-yl)-N-(3-(2,6-difluorophenyl)-3-hydroxypropyl)-2-fluoro-6-methylbenzamide